1-Benzyl-5-[6-(2,6-dimethylphenyl)-2-[(3-nitrophenyl)sulfonylamino]pyrimidin-4-yl]oxy-6,6-dimethyl-piperidine-3-carboxylic acid C(C1=CC=CC=C1)N1CC(CC(C1(C)C)OC1=NC(=NC(=C1)C1=C(C=CC=C1C)C)NS(=O)(=O)C1=CC(=CC=C1)[N+](=O)[O-])C(=O)O